3-[[3-aminopropyl-(dimethyl)silyl]oxy-dimethylsilyl]propan-1-amine NCCC[Si](O[Si](CCCN)(C)C)(C)C